CN(C=1C(=CC(=C(C1)N1/C(/SCC1=O)=N/C(=O)NC1=CC=C(C=C1)N1N=C(N=C1)C1=CC=C(C=C1)OC(F)(F)F)C(C)C)F)C (Z)-1-(3-(5-(dimethylamino)-4-fluoro-2-isopropylphenyl)-4-oxothiazolidin-2-ylidene)-3-(4-(3-(4-(trifluoromethoxy)phenyl)-1H-1,2,4-triazol-1-yl)phenyl)urea